BrC=1C=NN2C1OC[C@@H](C2)N(C(OC(C)(C)C)=O)C tert-butyl (R)-(3-bromo-6,7-dihydro-5H-pyrazolo-[5,1-b][1,3]oxazin-6-yl)(methyl)carbamate